N-(5-Cyclopropyl-1H-pyrazol-3-yl)-2-[4-(1-methoxycyclopropyl)-2-azabicyclo[2.1.1]hexan-2-yl]pyrimidin-4-amine C1(CC1)C1=CC(=NN1)NC1=NC(=NC=C1)N1C2CC(C1)(C2)C2(CC2)OC